[O-]CC.[O-]CC.C(C)[Al+2] ethyl-aluminium diethoxide